3beta-hydroxy-4beta-methyl-5alpha-cholest-7-ene-4alpha-carbaldehyde C[C@H](CCCC(C)C)[C@H]1CC[C@@H]2[C@@]1(CC[C@H]3C2=CC[C@@H]4[C@@]3(CC[C@@H]([C@@]4(C)C=O)O)C)C